5-bromo-N-(2-chloroethyl)biphenyl-2-amine BrC1=CC=C(C(=C1)C1=CC=CC=C1)NCCCl